ClC1=C(C=CC(=C1)N)NC1CCC1 2-chloro-N1-cyclobutylbenzene-1,4-diamine